N,2-dimethylbenzo[b]thiophene-5-carboxamide 1,1-dioxid CNC(=O)C1=CC2=C(S(C(=C2)C)(=O)=O)C=C1